5-methyl-7-(3-nitrophenoxy)-3-((1-((2-(trimethylsilyl)ethoxy)methyl)-1H-indazol-4-yl)methyl)-3,5-dihydro-4H-pyridazino[4,5-b]indol-4-one CN1C2=C(C=3C=CC(=CC13)OC1=CC(=CC=C1)[N+](=O)[O-])C=NN(C2=O)CC2=C1C=NN(C1=CC=C2)COCC[Si](C)(C)C